C(C)(C)(C)OC(NC=1C=C(C2=C(NCCO2)C1)O)=O (8-hydroxy-3,4-dihydro-2H-1,4-benzoxazin-6-yl)carbamic acid tert-butyl ester